COC(C1=CC=C(C=C1)N1CCC2(CC(C2)(OC)OC)CC1)=O 4-(2,2-dimethoxy-7-azaspiro[3.5]Nonan-7-yl)benzoic acid methyl ester